ethyl 6-(4-methoxyphenyl)-1-(2-morpholinoethyl)-2-oxo-quinoline-3-carboxylate COC1=CC=C(C=C1)C=1C=C2C=C(C(N(C2=CC1)CCN1CCOCC1)=O)C(=O)OCC